BrC=1C=C(C(=NC1)F)C(C)OC(=O)NC1=C(N=NN1C)C1=CC=C(C=N1)NC(OC(C)(C)C)=O tert-butyl (6-(5-(((1-(5-bromo-2-fluoropyridin-3-yl)ethoxy)carbonyl)amino)-1-methyl-1H-1,2,3-triazol-4-yl)pyridin-3-yl)carbamate